3-(((1R,3S)-3-(4-acrylamidobenzamido)cyclohexyl)amino)-N-((S)-2-(dimethylamino)-1-phenylethyl)-6,6-dimethyl-4,6-dihydropyrrolo[3,4-c]pyrazole-5(1H)-carboxamide C(C=C)(=O)NC1=CC=C(C(=O)N[C@@H]2C[C@@H](CCC2)NC=2C3=C(NN2)C(N(C3)C(=O)N[C@H](CN(C)C)C3=CC=CC=C3)(C)C)C=C1